FC1=C(C(=O)NC2=NC(=CC=C2)C(=O)C2CCN(CC2)C)C(=CC(=C1)F)F 2,4,6-trifluoro-N-[6-(1-methylpiperidine-4-carbonyl)-2-pyridinyl]benzamide